1,5-diazabicyclo[4.3.0]non-7-enium [NH+]12CCCNC2C=CC1